3-((2S,6S)-2,6-dimethylmorpholino)-2-nitrobenzenamine C[C@@H]1O[C@H](CN(C1)C=1C(=C(C=CC1)N)[N+](=O)[O-])C